6,6'-methylenebis(2H-benzo[d][1,3]oxazine-2,4(1H)-dione) C(C1=CC2=C(NC(OC2=O)=O)C=C1)C1=CC2=C(NC(OC2=O)=O)C=C1